CC1=C(C(=CC(=C1)C)C)[N+]1=CC=C(C=C1)C1=CC=[N+](C=C1)C1=C(C=C(C=C1C)C)C 1,1'-bis(2,4,6-trimethylphenyl)-4,4'-bipyridinium